C(\C=C/C=CC=CCCCCCCCC=CCC)=O cis-15-octadecenetrienal